(S)-2-(4-(6-((2-chloro-6-fluorobenzyl)oxy)pyridin-2-yl)-3-fluorobenzyl)-1-(oxetan-2-ylmethyl)-1H-benzo[d]imidazole-6-carboxylic acid ClC1=C(COC2=CC=CC(=N2)C2=C(C=C(CC3=NC4=C(N3C[C@H]3OCC3)C=C(C=C4)C(=O)O)C=C2)F)C(=CC=C1)F